N1CC(OCC1)C1(CC1)N 1-morpholin-2-ylcyclopropanamine